8-(1-((2-bromo-6-chloropyridin-3-yl)amino)ethyl)-3,6-dimethyl-2-morpholino-4H-chromen-4-one BrC1=NC(=CC=C1NC(C)C=1C=C(C=C2C(C(=C(OC12)N1CCOCC1)C)=O)C)Cl